COC(C(C1=NC=CC(=C1)Cl)N)=O 2-amino-2-(4-chloropyridin-2-yl)acetic acid methyl ester